Rel-2-methoxy-5-(2-((2S,5R)-5-methyl-2-(Thiophen-2-yl)piperidin-1-yl)-2-oxoacetamido)Nicotinamide COC1=C(C(=O)N)C=C(C=N1)NC(C(=O)N1[C@@H](CC[C@H](C1)C)C=1SC=CC1)=O |o1:16,19|